5-(((1-(4-(2-(2-aminopyridin-3-yl)-5-phenyl-3H-imidazo[4,5-b]pyridin-3-yl)phenyl)cyclobutyl)amino)methyl)-2-(2,4-dioxotetrahydropyrimidine-1(2H)-yl)isoindoline-1,3-dione NC1=NC=CC=C1C1=NC=2C(=NC(=CC2)C2=CC=CC=C2)N1C1=CC=C(C=C1)C1(CCC1)NCC=1C=C2C(N(C(C2=CC1)=O)N1C(NC(CC1)=O)=O)=O